2''-(5-methylfuran-2-yl)dispiro[[1,3]dioxolane-2,1'-cyclohexane-4',1''-indene] CC1=CC=C(O1)C=1C2(C3=CC=CC=C3C1)CCC1(CC2)OCCO1